N(=O)[O-].[Ga+3].N(=O)[O-].N(=O)[O-] Gallium Nitrit